(Z)-2-tridecen-1-ol C(\C=C/CCCCCCCCCC)O